C(=O)(O)C1=CC=C(C=C1)C1=CC=C([C@@H](N)C(=O)O)C=C1 (R,S)-4-[4-carboxyphenyl]-phenylglycine